C(=O)(O)CN1C=[N+](C=C1)C 1-carboxymethyl-3-methylimidazolium